N-[3-(6-amino-3-methyl-2-oxo-benzimidazol-1-yl)-1,1-dimethyl-propyl]acetamide NC=1C=CC2=C(N(C(N2C)=O)CCC(C)(C)NC(C)=O)C1